O1C(OCC1)CCCN1CCN(CC1)C(=O)C=1C=CC(=C(C1)N1CNCC=C1)Cl 1-(5-(4-(3-(1,3-dioxolan-2-yl)propyl)piperazine-1-carbonyl)-2-chlorophenyl)dihydropyrimidine